C(C)(C)(C)C(C#CC=1OC2=C(C1CC(F)(F)F)C=CC=C2Br)NC([O-])=O (tert-butyl 3-(7-bromo-3-(2,2,2-trifluoroethyl)benzofuran-2-yl)prop-2-yn-1-yl)carbamate